3-(4,6-difluoro-1-oxo-5-(1-(quinolin-2-ylmethyl)piperidin-4-yl)isoindolin-2-yl)piperidine-2,6-dione FC1=C2CN(C(C2=CC(=C1C1CCN(CC1)CC1=NC2=CC=CC=C2C=C1)F)=O)C1C(NC(CC1)=O)=O